COC(C(C)(C)C1=C(C=C(C=C1)N1CCN(CC1)C(=O)OC(C)(C)C)C(=O)OC)=O tert-butyl 4-(4-(1-methoxy-2-methyl-1-oxopropane-2-yl)-3-(methoxycarbonyl)phenyl)piperazine-1-carboxylate